(2S,5S,8S,9S,12S,15S)-di-tert-butyl 8,9-bis(2-(2,5-dioxo-2,5-dihydro-1H-pyrrol-1-yl) acetamido)-2,5,12,15-tetramethyl-4,7,10,13-tetraoxo-3,6,11,14-tetraazahexadecane-1,16-dioate O=C1N(C(C=C1)=O)CC(=O)N[C@H](C(N[C@H](C(N[C@H](C(=O)OC(C)(C)C)C)=O)C)=O)[C@@H](C(N[C@H](C(N[C@H](C(=O)OC(C)(C)C)C)=O)C)=O)NC(CN1C(C=CC1=O)=O)=O